C(C)(C)(C)[Si](OC1(CC(C1)OC1=CC(=CC(=N1)N1CCOCC1)I)C)(C1=CC=CC=C1)C1=CC=CC=C1 4-(6-[3-[(tert-butyl-diphenyl-silyl)oxy]-3-methyl-cyclobutoxy]-4-iodopyridin-2-yl)morpholine